C1(CC1)N1N=CC2=C1N=C(NC2=O)SCC(=O)OCC ethyl 2-((1-cyclopropyl-4-oxo-4,5-dihydro-1H-pyrazolo[3,4-d]pyrimidin-6-yl)thio)acetate